C1(=CC=C(C=C1)NC1=CC=C(C=C1)NC(CC(C)C)C)C N-p-tolyl-N'-(1,3-dimethylbutyl)p-phenylenediamine